C(C1=CC=CC=C1)OC1=NC(=CC=C1C1=NN(C2=CC(=CC=C12)C#CCOC1OCCCC1)C)OCC1=CC=CC=C1 3-(2,6-bis(benzyloxy)pyridin-3-yl)-1-methyl-6-(3-((tetrahydro-2H-pyran-2-yl)oxy)prop-1-yn-1-yl)-1H-indazole